FC1=C(C=CC2=C1C(=NCC=1N2C=CC(N1)=O)C1=C(C(=CC=C1F)O)F)F 8,9-difluoro-7-(2,6-difluoro-3-hydroxy-phenyl)-5H-pyrimido[1,2-a][1,4]benzodiazepine-3-One